ClC=1C=C(C=CC1C)C(CN1N=C(C(=C1C(=O)OCC)C1CC1)C(=O)OCC)=O Diethyl 1-[2-(3-chloro-4-methylphenyl)-2-oxoethyl]-4-cyclopropyl-1H-pyrazole-3,5-dicarboxylate